bis(3-phenoxycyclopentyl)amine O(C1=CC=CC=C1)C1CC(CC1)NC1CC(CC1)OC1=CC=CC=C1